FC1=C(C=CC(=C1F)F)CCCC(=O)O 4-(2,3,4-trifluorophenyl)butanoic acid